N[C@H]1CN(CCC1)C1=C2C(=NC=C1)N(C(=N2)C2=CC(=C(C#N)C=C2)F)C2=CC=C(C=C2)N2CCCCC2 (R)-4-(7-(3-aminopiperidin-1-yl)-3-(4-(piperidin-1-yl)phenyl)-3H-imidazo[4,5-b]pyridin-2-yl)-2-fluorobenzonitrile